1-(2-BROMO-4-CHLOROPHENYL)-1H-PYRAZOLE-5-CARBOXAMIDE Ethyl-1-(2-bromo-4-chlorophenyl)-1H-pyrazole-5-carboxylate C(C)OC(=O)C1=CC=NN1C1=C(C=C(C=C1)Cl)Br.BrC1=C(C=CC(=C1)Cl)N1N=CC=C1C(=O)N